C1=CC=C(C=2C3=CC=CC=C3C=CC12)NC1=CC=2C(C3=CC=CC=C3C2C=C1)(C)C N-(4-phenanthryl)-9,9-dimethylfluoren-2-amine